benzyl-indol-3-yl-butanoic ACID C(C1=CC=CC=C1)C(C(=O)O)(CC)C1=CNC2=CC=CC=C12